4-(2-Chloroethoxy)-3-cyano-5-methylbenzoic acid methyl ester COC(C1=CC(=C(C(=C1)C)OCCCl)C#N)=O